C(N)(OC1C2(CC2)CCNC1)=O (6-azaspiro[2.5]octane-4-yl) carbamate